(R)-N-(tert-butyl)-5-(1-(6-(2-hydroxy-2-(3-(trifluoromethyl)phenyl)acetyl)-4-oxo-4,5,6,7,8,9-hexahydro-3H-pyrimido[5,4-c]azepin-2-yl)cyclopropyl)-N-methylthiophene-3-carboxamide C(C)(C)(C)N(C(=O)C1=CSC(=C1)C1(CC1)C=1NC(C=2CN(CCCC2N1)C([C@@H](C1=CC(=CC=C1)C(F)(F)F)O)=O)=O)C